Cl.FC=1C=C(C=CC1F)[C@H]1[C@@H](C1)NC1=C2C(=NC(=N1)SCCC)N(N=C2)C N-((1R,2S)-2-(3,4-Difluorophenyl)cyclopropyl)-6-(propylthio)-1-methyl-1H-pyrazolo[3,4-d]pyrimidin-4-amin-hydrochlorid